C(#N)C=1C=C(C=CC1OC(C)C)C1=CN(C2=NC=CC(=C21)OC2=C(C=C(C=C2)NC(=O)NC2COC2)C(F)(F)F)COCC[Si](C)(C)C N-{4-[(3-{3-cyano-4-[(propan-2-yl)oxy]phenyl}-1-{[2-(trimethylsilyl)ethoxy]methyl}-1H-pyrrolo[2,3-b]pyridin-4-yl)oxy]-3-(trifluoromethyl)phenyl}-N'-oxetan-3-ylurea